8-(2,4-difluorophenyl)-2,3-dimethyl-6-((2S,4S)-2-(1-methyl-1H-pyrazol-4-yl)tetrahydro-2H-pyran-4-yl)pyrido[2,3-b]pyrazine FC1=C(C=CC(=C1)F)C1=CC(=NC2=NC(=C(N=C21)C)C)[C@@H]2C[C@H](OCC2)C=2C=NN(C2)C